FC(C1=[N+](C=CC(=C1)NC(=O)NC=1C=NC=2N(C1[C@H](C)OC)N=C(C2)F)[O-])F (S)-2-(difluoromethyl)-4-(3-(2-fluoro-7-(1-methoxyethyl)pyrazolo[1,5-a]pyrimidin-6-yl)ureido)pyridine 1-oxide